methyl-1-(aminomethyl)cyclobutanol CC1C(CC1)(O)CN